C12CN(CC(CC1)N2)C2=NC(=NC1=C(C(=C(C=C21)C(F)(F)F)C2=CC=C(C=1SC(=C(C12)C#N)N)F)F)OCC1(COCC1)CC#N 4-(4-(3,8-diazabicyclo[3.2.1]octan-3-yl)-2-((3-(cyanomethyl)tetrahydrofuran-3-yl)methoxy)-8-fluoro-6-(trifluoromethyl)quinazolin-7-yl)-2-amino-7-fluorobenzo[b]thiophene-3-carbonitrile